[Si](C)(C)(C(C)(C)C)OC1=CC=C(C=C1)[C@@]1(C2(CC(C1)C2)C(=O)C2=CC1=CC=CC=C1C=C2)C[Si](C2=CC=CC=C2)(C2=CC=CC=C2)C(C)(C)C |r| (rac)-((1R,2S,4S)-2-(4-((tert-butyldimethylsilyl)oxy)phenyl)-2-((tert-butyldiphenylsilyl)methyl)bicyclo[2.1.1]hexan-1-yl)(naphthalen-2-yl)methanone